N1CCC2=CC(=CC=C12)NC1=NC=NC2=CC(=C(C=C12)C1CN(C1)CC=C)OC 1-(3-(4-(indolin-5-ylamino)-7-methoxyquinazolin-6-yl)azetidin-1-yl)prop-2-en